O[C@@H]1[C@@H]2[C@]3(CCC(C=C3CC[C@H]2[C@@H]2CC[C@](C(COC3(CO)[C@@H](O)[C@H](O[C@H]4[C@H](O)[C@@H](O)[C@@H](O)[C@H](O4)CO)[C@H](O3)CO)=O)([C@]2(C1)C)O)=O)C (11β)-11,17-dihydroxy-21-{[4-O-(β-D-galactopyranosyl)-D-fructofuranosyl]oxy}pregn-4-ene-3,20-dione